formamidine chloride iodide [I-].[Cl-].C(=N)N